N1(N=CC=C1)C1=CC=C(OC2(N=NNC2)C(=O)O)C=C1 4-(4-(1H-pyrazol-1-yl)phenoxy)-1H-1,2,3-triazole-4-carboxylic acid